C(C)(C)(C)OC(=O)N1CCN(C2=CC=CC=C12)CC1=CC=C(C=C1)Cl tert-butyl-4-(4-chlorobenzyl)-3,4-dihydroquinoxalin-1(2H)-carboxylate